N,N-diethyl-indoline-5-carboxamide C(C)N(C(=O)C=1C=C2CCNC2=CC1)CC